((3R,5S)-1-propenoyl-5-methylpyrrolidin-3-yl)-4-amino-6-(3,3-dimethylbut-1-yn-1-yl)-N-((R)-1-phenylethyl)-7H-pyrrolo[2,3-d]pyrimidine-5-carboxamide C(C=C)(=O)N1C[C@@H](C[C@@H]1C)C=1N=C(C2=C(N1)NC(=C2C(=O)N[C@H](C)C2=CC=CC=C2)C#CC(C)(C)C)N